N'-cyano-N-ethyl-6-[4-fluoro-2-[5-fluoro-3-(methylsulfanyl)phenyl]pyrrolidin-1-yl]imidazo[1,2-b]pyridazine-3-carboximidamid C(#N)N=C(NCC)C1=CN=C2N1N=C(C=C2)N2C(CC(C2)F)C2=CC(=CC(=C2)F)SC